C(C)OC(N(C1(CC1)C1=CC(=C(C=C1)F)C(F)(F)F)CC(C)(C)N)=O Ethyl(2-amino-2-methylpropyl)(1-(4-fluoro-3-(trifluoromethyl)phenyl)cyclopropyl)carbamate